5-methoxy-1-(2-(methylsulfonyl)pyrimidin-4-yl)-1H-indazole COC=1C=C2C=NN(C2=CC1)C1=NC(=NC=C1)S(=O)(=O)C